N-(3,4-Difluorophenyl)-2-methyl-2,6,7,8,9,9a,10,11-octahydropyrido[1,2-b]pyrrolo[3,4-f][1,2,5]thiadiazepin-1-carboxamid-4,4-dioxid FC=1C=C(C=CC1F)NC(=O)C=1N(C=C2C1NCC1N(S2(=O)=O)CCCC1)C